7-[(3R,4R)-3,4-dihydroxypyrrolidin-1-yl]-6-fluoro-4-oxo-1-(2,4,6-trifluorophenyl)-N-[(2R)-1,1,1-trifluoroprop-2-yl]-1,4-dihydro-1,8-naphthyridine-3-carboxamide O[C@@H]1CN(C[C@H]1O)C1=C(C=C2C(C(=CN(C2=N1)C1=C(C=C(C=C1F)F)F)C(=O)N[C@@H](C(F)(F)F)C)=O)F